ethyl 2-(5-chloro-1H-pyrrolo[2,3-b]pyridin-1-yl)-2-methylpropanoate ClC=1C=C2C(=NC1)N(C=C2)C(C(=O)OCC)(C)C